tert-butyl (3-bromo-1-methyl-1H-pyrazol-5-yl)carbamate BrC1=NN(C(=C1)NC(OC(C)(C)C)=O)C